C1(CC1)CC(=O)NC1=CC(=C(N=N1)C(=O)NC([2H])([2H])[2H])NC1=NC=CC(=C1OC)C1=NC=C(N=C1)C(N(C)C)=O 6-(2-Cyclopropylacetylamino)-4-({4-[5-(dimethylcarbamoyl)pyrazin-2-yl]-3-methoxypyridin-2-yl}amino)-N-(2H3)methylpyridazine-3-carboxamide